[Na+].FC=1C(=NC=CC1CC1=C(C(=O)[NH-])C=CC=C1)NS(NC)(=O)=O [[3-fluoro-2-(methylsulfamoylamino)pyridin-4-yl]methyl]benzamide sodium salt